bis(1-octyl oxy-2,2,6,6-tetramethyl piperidyl) sebacate C(CCCCCCCCC(=O)OC1C(N(C(CC1)(C)C)OCCCCCCCC)(C)C)(=O)OC1C(N(C(CC1)(C)C)OCCCCCCCC)(C)C